C1NCC12CC(C2)N2N=CC(=C2)NC=2N=C(C1=C(N2)C=CN(C1=O)C)NC1(CC1)C 2-((1-(2-azaspiro[3.3]hept-6-yl)-1H-pyrazol-4-yl)amino)-6-methyl-4-((1-methylcyclopropyl)amino)pyrido[4,3-d]pyrimidin-5(6H)-one